C1(CC1)\C(\C=1C=C(C(=O)OC)C=CC1F)=N/O methyl 3-[(1E)-cyclopropyl(hydroxyimino)methyl]-4-fluorobenzoate